C(C)C1OCCO1 α-ethyl-1,3-dioxolane